O-(methanesulfonyl-sulfonyl)hydroxylamine CS(=O)(=O)S(=O)(=O)ON